COC1=C(C=CC(=C1)C1OC(C1)=C)O 2-methoxy-4-(4-methyleneoxetan-2-yl)phenol